2-(4-(((thiophene-2-carbonyl)thio)methyl)benzoylamino)ethane S1C(=CC=C1)C(=O)SCC1=CC=C(C(=O)NCC)C=C1